C(C)N1C(=NC2=C1C(=CC(=C2)C#N)F)C=2N1C(CN(C3=CC=CC(C2)=C13)C1CC1)CC 1-ethyl-2-[11-ethyl-9-(3-cyclopropyl)-1,9-diazatricyclo[6.3.1.04,12]dodeca-2,4(12),5,7-tetraen-2-yl]-7-fluoro-benzimidazole-5-carbonitrile